3-phenyl-5-(pyridin-3-yl)pyrazin-2-amine C1(=CC=CC=C1)C=1C(=NC=C(N1)C=1C=NC=CC1)N